1-(5-(1-aminoethyl)-3-(4-fluorophenyl)-7-methylquinolin-2-yl)-1H-pyrazole-3-carbonitrile NC(C)C1=C2C=C(C(=NC2=CC(=C1)C)N1N=C(C=C1)C#N)C1=CC=C(C=C1)F